C[C@@H](CC)C1C(NCC(NCC(NCC(NCC(NCC(NCC(NC2(CCCC2)C(NCC(NC(CC(NCC(N1)=O)=O)C(=O)N1CCCCC1)=O)=O)=O)=O)=O)=O)=O)=O)=O 26-[(1S)-1-methylpropyl]-33-(piperidine-1-carbonyl)-6,9,12,15,18,21,24,27,30,34,37-undecazaspiro[4.33]octatriacontane-7,10,13,16,19,22,25,28,31,35,38-undecone